7-(trifluoromethyl)-1,3,4,5-tetrahydro-2H-indeno[1,2-b]pyridin-2-one FC(C=1C=C2CC3=C(NC(CC3)=O)C2=CC1)(F)F